CC([Si](C)(C)[N-][Si](C)(C)C(C)(C)C)(C)C.[Na+] sodium bis(trimethyltrimethylsilyl)amide